6-methylthiopyrazolo[1,5-a]pyridine CSC=1C=CC=2N(C1)N=CC2